2-[4-(4-chloro-phenoxy)-2-(trifluoromethyl)phenyl]-1-(1H-1,2,4-triazol-1-yl)butan-2-ol ClC1=CC=C(OC2=CC(=C(C=C2)C(CN2N=CN=C2)(CC)O)C(F)(F)F)C=C1